1-[6-[3-(dimethylamino)azetidin-1-yl]Pyridin-3-yl]-4-oxo-1,8-naphthyridine-3-carboxylic acid ethyl ester C(C)OC(=O)C1=CN(C2=NC=CC=C2C1=O)C=1C=NC(=CC1)N1CC(C1)N(C)C